CC=1N=C(C=2N(C1)C=C(N2)NC(=O)C2=CC=C(C=1N2N=C(C1)CO)N1CCC(CC1)NC([O-])=O)C [1-[7-[(6,8-dimethylimidazo[1,2-a]-pyrazin-2-yl)carbamoyl]-2-(hydroxymethyl)-pyrazolo[1,5-a]pyridin-4-yl]-4-piperidyl]carbamate